(1,3-bis(2,6-diisopropylphenyl)imidazolidin-2-ylidene)dichloro(2-((2-ethoxy-2-oxoethylidene)amino)benzylidene)ruthenium(II) C(C)(C)C1=C(C(=CC=C1)C(C)C)N1C(N(CC1)C1=C(C=CC=C1C(C)C)C(C)C)=[Ru-4](=CC1=C(C=CC=C1)N=CC(=O)OCC)(Cl)Cl